3-amino-6-chloropicolinamide NC=1C(=NC(=CC1)Cl)C(=O)N